C(C)(=O)[O-].[Zn+2].C(C)(=O)[O-] Zinc (II) Acetate salt